3-Isopropyl-5-((1-isopropylpiperidin-4-yl)methoxy)-2-(2-methylpyridin-4-yl)-1H-indol C(C)(C)C1=C(NC2=CC=C(C=C12)OCC1CCN(CC1)C(C)C)C1=CC(=NC=C1)C